FC(C=1C=C(C=C(C1)C(F)(F)F)NC=1N(C2=NC(=NC=C2N1)NC1CCC1)C1CCNCC1)(F)F N8-(3,5-bis(trifluoromethyl)phenyl)-N2-cyclobutyl-9-(piperidin-4-yl)-9H-purine-2,8-diamine